[NH4+].[NH-][N+](=O)[O-] nitramide ammonium salt